4-((1-methyl-1H-pyrazol-3-yl)methoxy)benzaldehyde CN1N=C(C=C1)COC1=CC=C(C=O)C=C1